NC1=NC=CC(=C1Cl)SC=1C=CC=2C(=NC=C(N2)N2CCC3([C@@H](C=4N(N=CC4)C3)N)CC2)N1 (S)-1-(6-((2-amino-3-chloropyridin-4-yl)thio)pyrido[2,3-b]pyrazin-2-yl)-4'h,6'h-spiro[piperidin-4,5'-pyrrolo[1,2-b]pyrazol]-4'-amine